BrC=1C=NC(=NC1)C=1C=NN(C1)C 5-bromo-2-(1-methyl-1H-pyrazol-4-yl)pyrimidine